2-cyclopropylphenylboronic acid C1(CC1)C1=C(C=CC=C1)B(O)O